tert-butyl (3R)-3-[(3-bromo-2-methyl-phenoxy)methyl]-8-azaspiro[4.5]decane-8-carboxylate BrC=1C(=C(OC[C@@H]2CCC3(C2)CCN(CC3)C(=O)OC(C)(C)C)C=CC1)C